OCC1CCC2(C1)CCN(CC2)C(=O)OC(C)(C)C tert-butyl 3-(hydroxymethyl)-8-azaspiro[4.5]decane-8-carboxylate